methyl 4-(5-methyl-4-(3-methyl-2,5-dioxopyrrolidin-1-yl)-2-(1-methyl-7-oxo-6,7-dihydro-1H-pyrrolo[2,3-c]pyridin-3-yl)phenoxy)benzoate CC=1C(=CC(=C(OC2=CC=C(C(=O)OC)C=C2)C1)C1=CN(C=2C(NC=CC21)=O)C)N2C(C(CC2=O)C)=O